2-methylpropan-2-yl ({7-bromo-6-[(2-chloro-5-fluorophenyl) carbonyl]-2-methyl-5-nitroindazol-3-yl} amino)carboxylate BrC1=C(C(=CC2=C(N(N=C12)C)NC(=O)OC(C)(C)C)[N+](=O)[O-])C(=O)C1=C(C=CC(=C1)F)Cl